5-(1-(2,2-difluoropropyl)-1H-benzo[d][1,2,3]triazol-6-yl)-4-methoxy-N-(2-oxaspiro[3.5]nonan-7-yl)pyrrolo[2,1-f][1,2,4]triazin-2-amine FC(CN1N=NC2=C1C=C(C=C2)C=2C=CN1N=C(N=C(C12)OC)NC1CCC2(COC2)CC1)(C)F